scandium-rubidium-germanium [Ge].[Rb].[Sc]